CSC1=CC(=C(N=N1)OC1=CC(=CC=C1)C(F)(F)F)C(=O)OCC ethyl 6-methylsulfanyl-3-[3-(trifluoromethyl)phenoxy]pyridazine-4-carboxylate